ClC=1C=CC(=C(C1)C1=CC(N2[C@@H](CCC2C1(F)F)C(=O)OCC=O)=O)[N+](=O)[O-] 2-oxoethyl (3S)-7-(5-chloro-2-nitrophenyl)-8,8-difluoro-5-oxo-1,2,3,5,8,8a-hexahydroindolizine-3-carboxylate